BrC=1C(=C(C(=CC1)NC1COCC1)N)OC 4-bromo-3-methoxy-N1-(tetrahydrofuran-3-yl)benzene-1,2-diamine